CC1(C(=CCC1)C)CC(=O)OCCC n-propyl (1,2-dimethyl-2-cyclopentenyl)acetate